O[C@@]12C(C=3C=CSC3N=C2NCC1)=O (9S)-9-Hydroxy-4-thia-2,12-diazatricyclo[7.3.0.03,7]dodeca-1,3(7),5-trien-8-on